(tert-Butoxycarbonyl)-L-alanine 2-methoxy-2-methylpropyl ester hydrochloride Cl.COC(COC([C@@H](NC(=O)OC(C)(C)C)C)=O)(C)C